NC1=CC(=C(C=C1)C=1C=NC(=C(C(=O)NC(C)C)C1)C)C 5-(4-amino-2-methylphenyl)-N-isopropyl-2-methylnicotinamide